FC1=C(C=CC=C1C[C@@H]1N(CC([C@@H]1NS(=O)(=O)C)(F)F)C(=O)C1(OCC1)C)C1=CC(=CC=C1)F N-[(2S,3R)-2-[(2,3'-difluoro[1,1'-biphenyl]-3-yl)methyl]-4,4-difluoro-1-(2-methyl-oxetane-2-carbonyl)pyrrolidin-3-yl]-methanesulfonamide